CC1=C(C=C(C=C1)NC(=O)NC1=CC=C(C=C1)C=1N=NN(C1)C1=CC=C(C=C1)OCCN1CCOCC1)C(F)(F)F 1-(4-methyl-3-trifluoromethylphenyl)-3-(4-(1-(4-(2-morpholinoethoxy)phenyl)-1H-1,2,3-triazol-4-yl)phenyl)urea